4-Nitroisobenzofuran-1,3-dione [N+](=O)([O-])C1=C2C(OC(C2=CC=C1)=O)=O